[C@H]12OC[C@H](N(C1)C1=NC=3N(C=C1)N=CC3C(=O)NC=3C(=NN(C3)C3CCC(CC3)CO)C)C2 5-((1R,4R)-2-oxa-5-azabicyclo[2.2.1]heptane-5-yl)-N-(1-((1R,4R)-4-(Hydroxymethyl)cyclohexyl)-3-methyl-1H-pyrazol-4-yl)pyrazolo[1,5-a]pyrimidine-3-carboxamide